[Mg].[Al].[Zn].[Cu] copper zinc aluminum magnesium